ClC1=CC=C(CN2C(C3=CC=C(C=C3C(C23CCCC3)C(=O)O)C)=O)C=C1 2'-(4-chlorobenzyl)-6'-methyl-1'-oxo-1',4'-dihydro-2'H-spiro[cyclopentane-1,3'-isoquinoline]-4'-carboxylic acid